((methylamino) methyl) thiophene-3-carboxylate S1C=C(C=C1)C(=O)OCNC